Cyclopropanecarboxylic acid [3-(4-amino-2-propyl-1H-imidazo[4,5-c]quinolin-1-yl)propoxy] amide NC1=NC=2C=CC=CC2C2=C1N=C(N2CCCONC(=O)C2CC2)CCC